5-fluoro-benzyl bromide FC=1C=CC=C(CBr)C1